9H-fluorene-9,9-dimethanol dimethacrylate C(C(=C)C)(=O)OCC1(C2=CC=CC=C2C=2C=CC=CC12)COC(C(=C)C)=O